(E)-N-(3,7-dimethylocta-2,6-dien-1-yl)-5-hydroxy-2-methyl-2-(4-methylpent-3-en-1-yl)-7-pentyl-2H-chromene-6-carboxamide C\C(=C/CNC(=O)C=1C(=C2C=CC(OC2=CC1CCCCC)(CCC=C(C)C)C)O)\CCC=C(C)C